FC(F)(F)S(=O)(=O)O (trifluoromethyl)sulfonic acid